1-Chloro-2-bromo-benzene ClC1=C(C=CC=C1)Br